FC1=CC=C(C=C1)N1N=CC2=CC(=CC=C12)N1C(C([C@@H]([C@H]1C1=CC=CC=C1)NCC1CCOCC1)(C)C)=O (4S,5R)-1-(1-(4-fluorophenyl)-1H-indazol-5-yl)-3,3-dimethyl-5-phenyl-4-(((tetrahydro-2H-pyran-4-yl)methyl)amino)pyrrolidin-2-one